1,2,3-TRIAZOLOPYRIMIDINE N1N=NC2=C1C=NC=N2